(2-((2-((4-(4-ethylpiperazin-1-yl)-3-fluorophenyl)amino)-7H-pyrrolo[2,3-d]pyrimidin-4-yl)amino)phenyl)-N-methyl-ethanesulfonamide C(C)N1CCN(CC1)C1=C(C=C(C=C1)NC=1N=C(C2=C(N1)NC=C2)NC2=C(C=CC=C2)C(C)S(=O)(=O)NC)F